C1=C(C(=O)OC1=O)CC(=O)O Cis-aconitic anhydride